NCC(CN1N=CN(C1=O)CC=1SC(=CC1)C=1C=NN(C1)C(F)F)=C(F)F 2-[2-(aminomethyl)-3,3-difluoro-allyl]-4-[[5-[1-(difluoromethyl)pyrazol-4-yl]-2-thienyl]methyl]-1,2,4-triazol-3-one